ClC=1C(=CC(=NC1)OC)C1=CC(=NN1)C(=O)N1CCC(CC1)C(=O)NC1=CC(=CC=C1)C(F)F 1-(5-(5-chloro-2-methoxypyridin-4-yl)-1H-pyrazole-3-carbonyl)-N-(3-(difluoromethyl)phenyl)piperidine-4-carboxamide